N4-isopropyl-N2-methyl-5-oxido-N2-(2-tetrahydropyran-4-ylethyl)-6,7-dihydrothieno[3,2-d]pyrimidin-5-ium-2,4-diamine C(C)(C)NC=1C2=C(N=C(N1)N(CCC1CCOCC1)C)CC[S+]2[O-]